4-(benzylsulfonyl)-1H-pyrazole C(C1=CC=CC=C1)S(=O)(=O)C=1C=NNC1